tert-butyl (2R,4S)-4-hydroxy-2-methyl-pyrrolidine-1-carboxylate O[C@H]1C[C@H](N(C1)C(=O)OC(C)(C)C)C